CS(=O)(=O)N1CCC(CC1)NC1=NC=C(C(=N1)C=1N=CN(C1)C=1C(=C(CN2CC(C2)C#N)C=CC1)C(F)(F)F)C(F)(F)F 1-(3-(4-(2-((1-(Methylsulfonyl)piperidin-4-yl)amino)-5-(trifluoromethyl)pyrimidin-4-yl)-1H-imidazol-1-yl)-2-(trifluoromethyl)benzyl)azetidine-3-carbonitrile